bis{4-[(E)-4-(diethylamino)styryl]-3-methylpyridin-1-ium} dibromide [Br-].[Br-].C(C)N(C1=CC=C(/C=C/C2=C(C=[NH+]C=C2)C)C=C1)CC.C(C)N(C1=CC=C(/C=C/C2=C(C=[NH+]C=C2)C)C=C1)CC